ClC1=C(C=CC=C1)[C@@H]1[C@H](CC[C@](C1)(C)O)C(=O)N1[C@H](CC2(CN(C2)C(C=C)=O)CC1)C 1-((S)-7-((1S,2S,4S)-2-(2-chlorophenyl)-4-hydroxy-4-methylcyclohexane-1-carbonyl)-6-methyl-2,7-diazaspiro[3.5]nonan-2-yl)prop-2-en-1-one